C(CCCCCCCCC)C=1C(=C(C(C(=O)[O-])=CC1)C(=O)[O-])C(CCCCCCCC)C n-Decyl(1-methylnonyl)phthalat